4,4'-(1-(4-(1-(4-hydroxy-3,5-bis(methoxymethyl)phenyl)-1-methylethyl)phenyl)ethylidene)bis(2,6-bis(methoxymethyl)phenol) OC1=C(C=C(C=C1COC)C(C)(C)C1=CC=C(C=C1)C(C)(C1=CC(=C(C(=C1)COC)O)COC)C1=CC(=C(C(=C1)COC)O)COC)COC